BrC=1C(=NC(=C(C1)C(F)(F)F)OCCCC=C)C(=O)N 3-bromo-6-pent-4-enoxy-5-(trifluoromethyl)pyridine-2-carboxamide